C(CCC)C1=C(C=CC=C1)N=NC1=CC=C(C=C1)O 4-(n-butyl-phenyl-diazenyl)phenol